O1CCC2=C1C(=CC=C2)B2OC(C(O2)(C)C)(C)C 2-(2,3-dihydrobenzofuran-7-yl)-4,4,5,5-tetramethyl-1,3,2-dioxaborolane